N1(N=CN=C1)C[C@]12C[C@H](N([C@@H]2C1)C(CN1N=C(C2=CC(=CC=C12)C=1C=NC(=NC1)C)C(C)=O)=O)C(=O)NC1=NC(=CC=C1C)Br (1R,3S,5R)-5-((1H-1,2,4-triazol-1-yl)methyl)-2-(2-(3-acetyl-5-(2-methylpyrimidin-5-yl)-1H-indazol-1-yl)acetyl)-N-(6-bromo-3-methylpyridin-2-yl)-2-azabicyclo[3.1.0]hexane-3-carboxamide